2-[(1R)-1-(4-chlorophenyl)-2-[(5-chloropyridin-2-yl)methyl]-1-methoxy-3-oxo-2,3-dihydro-1H-isoindol-5-yl]-2-hydroxy-N-(propan-2-yl)propanamide ClC1=CC=C(C=C1)[C@@]1(N(C(C2=CC(=CC=C12)C(C(=O)NC(C)C)(C)O)=O)CC1=NC=C(C=C1)Cl)OC